C(CCCCCCCCCCCCCCCCCCC)(=O)OCCCCCCCCCCCCCCCCCCCCCC Behenyl eicosanoate